(Z)-3,7-dimethyl-1,3,6-octanetriene C/C(/C=C)=C/CC=C(C)C